NC1=C(C(=O)NC23CCC(CC2)(CC3)O)C=C(C=N1)C=1C=C3CCC(C3=CC1)N1CCN(CC1)C1CCOCC1 2-Amino-N-(4-hydroxybicyclo[2.2.2]oct-1-yl)-5-(1-(4-(tetrahydro-2H-pyran-4-yl)piperazine-1-yl)-2,3-dihydro-1H-inden-5-yl)nicotinamide